2-[[2-ethyl-5-[ethyl-[2-(methylamino)ethyl]amino]-6-fluoro-pyrazolo[1,5-a]pyridin-3-yl]-methyl-amino]-4-(4-fluorophenyl)thiazole-5-carbonitrile C(C)C1=NN2C(C=C(C(=C2)F)N(CCNC)CC)=C1N(C=1SC(=C(N1)C1=CC=C(C=C1)F)C#N)C